S1C(CC=2CNCCC21)=O 4,5,6,7-tetrahydrothieno[3,2-c]pyridin-2(3H)-one